(2S,3S,4R,5R)-5-(6-(4-bromobenzylamino)-2-(5-chloropyridin-3-yl)-9H-purin-9-yl)-3,4-dihydroxyl-N-(methyl-d3)-tetrahydrofuran-2-carboxamide BrC1=CC=C(CNC2=C3N=CN(C3=NC(=N2)C=2C=NC=C(C2)Cl)[C@H]2[C@@H]([C@@H]([C@H](O2)C(=O)NC([2H])([2H])[2H])O)O)C=C1